methyl 3-(2-aminoethoxy)-2,6-difluorobenzoate NCCOC=1C(=C(C(=O)OC)C(=CC1)F)F